coumarine sodium [Na].O1C(=O)C=CC2=CC=CC=C12